((2-fluoro-6-(methoxymethoxy)-3-Methyl-8-(4,4,5,5-tetramethyl-1,3,2-dioxaborolan-2-yl)naphthalene-1-yl)ethynyl)triisopropylsilane FC1=C(C2=C(C=C(C=C2C=C1C)OCOC)B1OC(C(O1)(C)C)(C)C)C#C[Si](C(C)C)(C(C)C)C(C)C